C(CCC(C)(C(=O)O)C(=O)O)(C(=O)O)C(=O)O 1,1,4,4-pentanetetracarboxylic acid